FC1=CC=C(C=2C3=C(NC12)CCN(C3)C(=O)C3=NNC(=C3)C(F)(F)F)C (6-fluoro-9-methyl-1,3,4,5-tetrahydropyrido[4,3-b]indol-2-yl)-[5-(trifluoromethyl)-1H-pyrazol-3-yl]methanone